C(CCC)N1N=C(C(=C1CCC)O)CC 1-n-butyl-3-ethyl-4-hydroxy-5-n-propyl-pyrazole